(S)-1-((2-((2-chloro-2'-methyl-3'-(3-morpholinopropoxy)-[1,1'-biphenyl]-3-yl)methoxy)-4,6-dimethoxypyrimidin-5-yl)methyl)piperidine-2-carboxylic acid ClC1=C(C=CC=C1COC1=NC(=C(C(=N1)OC)CN1[C@@H](CCCC1)C(=O)O)OC)C1=C(C(=CC=C1)OCCCN1CCOCC1)C